NC(CC(=O)O)C(NCC(C(=O)OC)CC1=CC=CC=C1)=O 3-amino-3-[(2-benzyl-3-methoxy-3-oxopropyl)carbamoyl]propionic acid